[Re+].C(C)(C)(C)C1=CC(=NC=C1)C1=NC=CC(=C1)C(C)(C)C (4,4'-di-tert-butyl-2,2'-bipyridine) rhenium (I)